(benzo[c][1,2,5]thiadiazol-6-yl)-2-cyano-3-(3-(4-methyl-1H-imidazol-1-yl)propyl)guanidine N=1SN=C2C1C=C(C=C2)NC(=NC#N)NCCCN2C=NC(=C2)C